N-(4-{6-[(hydroxyimino)methyl]pyridin-2-yl}but-3-yn-1-yl)naphthalen-1-amine ON=CC1=CC=CC(=N1)C#CCCNC1=CC=CC2=CC=CC=C12